C1(CC1)[C@H]([C@@H](C(=O)O)C)C1=CC=C2CC[C@@H](OC2=C1)C1CCN(CC1)CC1=C(C=CC(=C1)C#C)OC(F)(F)F (2S,3R)-3-cyclopropyl-3-((R)-2-(1-(5-ethynyl-2-(trifluoro-methoxy)benzyl)piperidin-4-yl)-chroman-7-yl)-2-methylpropanoic acid